2-butyl-(4-hydroxybenzoyl)benzofuran tert-butyl-(2-((2,6-dichloropyrimidin-4-yl)thio)ethyl)carbamate C(C)(C)(C)N(C(O)=O)CCSC1=NC(=NC(=C1)Cl)Cl.C(CCC)C=1OC2=C(C1C(C1=CC=C(C=C1)O)=O)C=CC=C2